ClC1=CC(=C2C(=NC(N(C2=C1)C=1C(=NC=CC1)C)=O)NC1(CC1)C#C)F 7-chloro-4-((1-ethynylcyclopropyl)amino)-5-fluoro-1-(2-methylpyridin-3-yl)quinazolin-2(1H)-one